3-(methoxymethylene)-2(3H)-benzofuranone COC=C1C(OC2=C1C=CC=C2)=O